N-(3-((2-((diethylamino)methyl)benzyl)carbamoyl)phenyl)-thiazole-2-carboxamide C(C)N(CC)CC1=C(CNC(=O)C=2C=C(C=CC2)NC(=O)C=2SC=CN2)C=CC=C1